4-(3-(1,4-dimethyl-1H-1,2,3-triazol-5-yl)-7-(2-hydroxypropan-2-yl)-5H-pyrido[3,2-b]indol-5-yl)tetrahydro-2H-pyran-3-ol CN1N=NC(=C1C1=CC=2N(C=3C=C(C=CC3C2N=C1)C(C)(C)O)C1C(COCC1)O)C